C1(CCC1)C1=CC=C2C(=N1)NC=C2C2=CC=1N(C=C2)N=CC1C(=O)NC=1C=NC=CC1 5-(6-cyclobutyl-1H-pyrrolo[2,3-b]pyridin-3-yl)-N-(pyridin-3-yl)pyrazolo[1,5-a]pyridine-3-carboxamide